2-[1-[3-[1,3,3,3-tetramethyl-1-[(trimethylsilyl)oxy]disiloxanyl]propyl]-1H-benzimidazol-2-yl]benzoxazole C[Si](O[Si](C)(C)C)(O[Si](C)(C)C)CCCN1C(=NC2=C1C=CC=C2)C=2OC1=C(N2)C=CC=C1